(R)-1-(1,3-dimethyl-1H-indazol-6-yl)ethan-1-amine CN1N=C(C2=CC=C(C=C12)[C@@H](C)N)C